CC1(N(CCC1)C(=O)C=1C=NC=C(C1N1C[C@](CC1)(N)C)C1=NC2=C(N1)C=CC=C2C)C (3S)-1-[3-(2,2-dimethylpyrrolidine-1-carbonyl)-5-(4-methyl-1H-1,3-benzodiazol-2-yl)pyridin-4-yl]-3-methylpyrrolidin-3-amine